OC1=CC=C(C=C1)C1N(CCCC1)C(=O)OC(C)(C)C tert-butyl 2-(4-hydroxyphenyl)piperidine-1-carboxylate